3-(2-(4-methoxybenzyl)-1-oxo-1,2,3,4-tetrahydroisoquinolin-5-yl)-3-(7-methoxy-1-methyl-1H-benzo[d][1,2,3]triazol-5-yl)propionic acid methyl ester COC(CC(C1=CC2=C(N(N=N2)C)C(=C1)OC)C1=C2CCN(C(C2=CC=C1)=O)CC1=CC=C(C=C1)OC)=O